CC(=C(C(=O)O)CC)C 3,3-dimethyl-2-ethyl-acrylic acid